ethyl (Z)-4,4-difluoro-3-hydroxybut-2-enoate FC(/C(=C/C(=O)OCC)/O)F